S1C(=NC=C1)C(=O)OC methyl 1,3-thiazole-2-carboxylate